C(#N)CC(=O)C=1C=NN(C1)C(=CC#N)C1CCCC1 3-(4-(2-cyanoacetyl)-1H-pyrazol-1-yl)-3-cyclopentyl-acrylonitrile